Methyl 4-[(3,5-di-tert-butylphenyl)(ethyl)amino]benzoate C(C)(C)(C)C=1C=C(C=C(C1)C(C)(C)C)N(C1=CC=C(C(=O)OC)C=C1)CC